2-(methylsulfonyl)-6-(trifluoromethoxy)benzo[d]oxazole CS(=O)(=O)C=1OC2=C(N1)C=CC(=C2)OC(F)(F)F